COC1=CC=C(C=C1)CC1=NN2C(=NC(=CC2=N1)N)C=1OC(=CC1)C 2-[(4-methoxyphenyl)methyl]-5-(5-methylfuran-2-yl)-[1,2,4]triazolo[1,5-c]pyrimidin-7-amine